1-methyl-3-(N-methyl-2-(trifluoromethyl)-1H-indol-3-yl)quinoxaline-2(1H)-one CN1C(C(=NC2=CC=CC=C12)C1=C(N(C2=CC=CC=C12)C)C(F)(F)F)=O